C(CC1=CC=CC=C1)N1C[C@@H]2[C@H](CCC1)CCN2[C@@H](C)C2=CC=CC=C2 (3aR,8aS)-7-Phenethyl-1-((S)-1-phenyl-ethyl)-decahydro-pyrrolo[2,3-c]azepine